azabenzil C1(=NC=CC=C1)C(=O)C(=O)C1=CC=CC=C1